tert-butyl 4-(((3R,4R)-3-(4-(1H-pyrazol-1-yl)phenyl)-1-(1,3-difluoropropan-2-yl)piperidin-4-yl)methyl)-5,7-dimethyl-1H-indole-1-carboxylate N1(N=CC=C1)C1=CC=C(C=C1)[C@@H]1CN(CC[C@H]1CC1=C2C=CN(C2=C(C=C1C)C)C(=O)OC(C)(C)C)C(CF)CF